2,3,4,7,8,9,10,11,12,13,14,15,16,17-tetradecahydro-1H-cyclopenta[a]phenanthren-3-yl 4-(bis(3-(dimethylamino)propyl)amino)-4-oxobutanoate dihydrochloride Cl.Cl.CN(CCCN(C(CCC(=O)OC1CCC2C3CCC4CCCC4C3CC=C2C1)=O)CCCN(C)C)C